2-(chloromethyl)pyrrolidine ClCC1NCCC1